1,4-bis{4-(oxiranylmethoxy)phenyl}-1,3-cyclohexadiene O1C(C1)COC1=CC=C(C=C1)C1=CC=C(CC1)C1=CC=C(C=C1)OCC1OC1